COC1=C(C=C(C(=C1)SC(C)C)OC)CCN 2-(2,5-dimethoxy-4-propan-2-ylsulfanylphenyl)ethanamine